2-[1-(3-cyano-5-fluorophenyl)-1H-pyrazol-4-yl]propanoic acid C(#N)C=1C=C(C=C(C1)F)N1N=CC(=C1)C(C(=O)O)C